FC1=C(C=C(C=C1)NC(=O)C1=C(N=C(O1)C([2H])([2H])[2H])C)N1N=C2N=CC(=CC2=C1)C1=NC=CC=C1C N-{4-Fluoro-3-[5-(3-methylpyridin-2-yl)-2H-pyrazolo[3,4-b]pyridin-2-yl]phenyl}-2-(2H3)methyl-4-methyl-1,3-oxazol-5-carboxamid